FC1=CC(=NC=C1)CN1N=C2C3=C(CCC2=C1)OC(=C3C)C(=O)OCC ethyl 2-[(4-fluoropyridin-2-yl)methyl]-8-methyl-4,5-dihydro-2H-furo[2,3-g]indazole-7-carboxylate